N-(5-((6-((R)-3-(4-chlorophenyl)isoxazolidine-2-yl)pyrimidine-4-yl)amino)-4-methoxy-2-(4-methylpiperazine-1-yl)phenyl)acrylamide ClC1=CC=C(C=C1)[C@@H]1N(OCC1)C1=CC(=NC=N1)NC=1C(=CC(=C(C1)NC(C=C)=O)N1CCN(CC1)C)OC